CN(C(=O)N(C1=CC=CC=C1)C)C N,N,N'-trimethyl-N'-phenyl-urea